3-butyl-1-methyl-1H-benzo[d]imidazol-3-ium hydrogen carbonate C(O)([O-])=O.C(CCC)[N+]1=CN(C2=C1C=CC=C2)C